N-(1-isopropylpiperidine-4-yl)-6-methoxy-7-(4-(piperidine-1-yl)but-1-yn-1-yl)-2-(pyrrolidine-1-yl)quinazolin-4-amine C(C)(C)N1CCC(CC1)NC1=NC(=NC2=CC(=C(C=C12)OC)C#CCCN1CCCCC1)N1CCCC1